4-[6-(2-Chloro-6-fluoro-benzyl)-4-cyano-3-hydroxy-pyridin-2-yl]-4-oxo-butyric acid ethyl ester C(C)OC(CCC(=O)C1=NC(=CC(=C1O)C#N)CC1=C(C=CC=C1F)Cl)=O